(S,E)-3-ethyl-4-(7-fluoro-3-(4-(2-(1-methylpyrrolidin-2-yl)vinyl)-1H-imidazol-2-yl)-1H-indazol-6-yl)phenol C(C)C=1C=C(C=CC1C1=CC=C2C(=NNC2=C1F)C=1NC=C(N1)\C=C\[C@H]1N(CCC1)C)O